BrC=1C=CC(N(C1)CC(=O)C1=NN(C(=C1)C)CC1=CC=C(C=C1)F)=O 5-bromo-1-(2-(1-(4-fluorobenzyl)-5-methyl-1H-pyrazol-3-yl)-2-oxoethyl)pyridin-2(1H)-one